N1=NC=C(C=C1)NC(C1=CC=CC=C1)=O N-(pyridazin-4-yl)benzamide